FC(OC1=C(C=C(C=C1)SC(C)C)C1=NN(C=C1NC(=O)C=1C=NN2C1N=CC=C2)CC(=O)N2CCC(CC2)N(CC(=O)N2CCOCC2)C)F N-[3-[2-(difluoromethoxy)-5-isopropylsulfanyl-phenyl]-1-[2-[4-[methyl-(2-morpholino-2-oxo-ethyl)amino]-1-piperidyl]-2-oxo-ethyl]pyrazol-4-yl]pyrazolo[1,5-a]pyrimidine-3-carboxamide